C[S+](C1=CC=CC=C1)C.FC(S(=O)(=O)[O-])(F)F trifluoromethanesulfonic acid dimethylphenylsulfonium salt